3-bromo-5-chloro-2-[(2S,3R)-3-aminotetrahydropyran-2-yl]-N-(2-thienylmethyl)thieno[3,2-b]pyridin-7-amine BrC1=C(SC=2C1=NC(=CC2NCC=2SC=CC2)Cl)[C@H]2OCCC[C@H]2N